2-((S)-1-acryloyl-4-(6-(3-hydroxy-1-naphthoyl)-2-(((S)-1-methylpyrrolidin-2-yl)methoxy)-6,7-dihydro-5H-pyrrolo[3,4-d]pyrimidin-4-yl)piperazin-2-yl)acetonitrile C(C=C)(=O)N1[C@H](CN(CC1)C=1C2=C(N=C(N1)OC[C@H]1N(CCC1)C)CN(C2)C(=O)C2=CC(=CC1=CC=CC=C21)O)CC#N